3-methyl-5-((9-(pyridin-2-yl)-9H-carbazol-2-yl)oxy)aniline CC=1C=C(N)C=C(C1)OC1=CC=2N(C3=CC=CC=C3C2C=C1)C1=NC=CC=C1